(dimethylfluorenyl)(diphenylfluorenyl)(spirobifluorenyl)amine CC=1C(=C(C=2CC3=CC=CC=C3C2C1)N(C=1C2(C3=CC4=CC=CC=C4C3=CC1)C=CC=C1C3=CC=CC=C3C=C12)C1=C(C(=CC=2C3=CC=CC=C3CC12)C1=CC=CC=C1)C1=CC=CC=C1)C